[O-]CC.[O-]CC.C(C)[Sn+2]CC diethyl-tin diethoxide